6-bromo-4-nitro-1H-indole BrC1=CC(=C2C=CNC2=C1)[N+](=O)[O-]